isopropyl-acetonitrile C(C)(C)CC#N